COC1=CC=C(CNC(OCCC2=CC=C(C=C2)C2=C(C=CC=C2)F)=O)C=C1 2-(2'-fluoro-[1,1'-biphenyl]-4-yl)ethyl (4-methoxybenzyl)carbamate